COC1=CC2=C(N=CO2)C=C1C(=O)OC methyl 6-methoxybenzo[d]oxazole-5-carboxylate